1-(3-pyridyl)-1-propylamine dihydrochloride Cl.Cl.N1=CC(=CC=C1)C(CC)N